[Na+].[Na+].[Na+].O=C/1C(=CC2=CC(=CC=C2\C1=N/NC1=CC=C(C2=CC=CC=C12)S(=O)(=O)[O-])S(=O)(=O)[O-])S(=O)(=O)[O-] (4E)-3-oxo-4-[(4-sulfo-1-naphthyl)hydrazono]naphthalene-2,7-disulfonic acid trisodium salt